5-[3-(benzyloxy)-1-fluoro-7-hydroxy-5,6,7,8-tetrahydronaphthalen-2-yl]-1λ6,2,5-thiadiazolidine-1,1,3-trione, ammonium salt [NH4+].C(C1=CC=CC=C1)OC=1C(=C(C=2CC(CCC2C1)O)F)N1CC(NS1(=O)=O)=O